3-amino-6-[3-methylimidazo[1,2-a]pyridin-6-yl]-5-phenylpyrazine-2-carboxylic acid methyl ester COC(=O)C1=NC(=C(N=C1N)C1=CC=CC=C1)C=1C=CC=2N(C1)C(=CN2)C